C12N(CC(CC1)CC2)C2=CC(=NC=C2)C(=O)NC=2C=CC=C1C=CC=NC21 4-(2-azabicyclo[2.2.2]octan-2-yl)-N-(quinolin-8-yl)picolinamide